BrC1=CC=C(C=C1)SCCC(C)(C)C (4-bromophenyl)(3,3-dimethylbutyl)sulfane